(E)-3-(7-(((3S,4R)-3-fluoro-1-methylpiperidin-4-yl)amino)-3-(2,2,2-trifluoroethyl)benzo[b]thiophen-2-yl)-1-(pyridin-2-yl)prop-2-en-1-one F[C@H]1CN(CC[C@H]1NC1=CC=CC2=C1SC(=C2CC(F)(F)F)/C=C/C(=O)C2=NC=CC=C2)C